C(CCC)[C@@]1(N(CCC1)S(=O)(=O)C1=C(C=C(C=C1)C)O[C@H]1C[C@H](CCC1)CCO)C(=O)OC[C@@H](C)SSC1=NC=C(C=C1)[N+](=O)[O-] |o1:20,22| (2R)-2-[(5-nitro-2-pyridinyl)disulfanyl]propan-1-ol Butyl-((2-(((1R*,3R*)-3-(2-hydroxyethyl)cyclohexyl)oxy)-4-methylphenyl)sulfonyl)-L-prolinate